2-HydroxyEthyl 1-Acrylate C(C=C)(=O)OCCO